4-(4-chloro-2-{1-[(9R,13S)-3,9-dimethyl-8-oxo-3,4,7,15-tetraazatricyclo[12.3.1.02,6]octadeca-1(18),2(6),4,14,16-pentaen-13-yl]-6-oxo-1,6-dihydropyrimidin-4-yl}phenyl)benzonitrile ClC1=CC(=C(C=C1)C1=CC=C(C#N)C=C1)C=1N=CN(C(C1)=O)[C@H]1CCC[C@H](C(NC=2C=NN(C2C=2C=CN=C1C2)C)=O)C